(1-(2-bromo-5-cyclopropyloxy-4-nitrophenyl)piperidin-4-yl)methanol BrC1=C(C=C(C(=C1)[N+](=O)[O-])OC1CC1)N1CCC(CC1)CO